C1(=CC=CC=C1)NC1=CC=C(C=C1)C=1C=C(C2=CC=CC=C2C1)C1=CC2=CC=CC=C2C=C1 N-phenyl-4-([1,2'-binaphthalen]-3-yl)aniline